(2S)-4-[3-fluoro-5-isobutyl-2-(2H-tetrazol-5-yl)phenyl]-2-methyl-1-(2-pyridylmethyl)piperazine ethyl-5-(1-methylsulfonylcyclopropyl)furan-2-carboxylate C(C)OC(=O)C=1OC(=CC1)C1(CC1)S(=O)(=O)C.FC=1C(=C(C=C(C1)CC(C)C)N1C[C@@H](N(CC1)CC1=NC=CC=C1)C)C=1N=NNN1